ClC=1C=CC(=NC1)C1=NN(C=C1N1N=CC=2C1=NC=CC2)C (3-(5-Chloropyridin-2-yl)-1-methyl-1H-pyrazol-4-yl)-1H-pyrazolo[3,4-b]Pyridine